ClC=1N=CC=C2C3=C(N=CC12)C(=CC=C3)C3=CC=C(C=C3)F 4-chloro-7-(4-fluorophenyl)benzo[c][2,7]naphthyridine